MERCAPTOPHENOL C1=CC=C(C(=C1)O)S